CC1=CC(=C(C=C1)O)C1=NN=C(C2=CC=CC=C12)N[C@H]1CN(CCC1)C (R)-4-methyl-2-(4-((1-methylpiperidin-3-yl)amino)phthalazin-1-yl)phenol